(1-(6-(4-(trifluoromethyl)benzyl)-6-azaspiro[2.5]octane-5-carboxamido)cyclopropyl)benzoic acid FC(C1=CC=C(CN2C(CC3(CC3)CC2)C(=O)NC2(CC2)C2=C(C(=O)O)C=CC=C2)C=C1)(F)F